C(C)(C)(C)OC([C@H](C(C)C)NCCCC1(CN(CC1)C(C1=CC=CC=C1)(C1=CC=CC=C1)C1=CC=CC=C1)C(=O)OC)=O methyl 3-(3-(((S)-1-(tert-butoxy)-3-methyl-1-oxobutan-2-yl) amino) propyl)-1-tritylpyrrolidine-3-carboxylate